N-(3-aminopropyl)piperazine NCCCN1CCNCC1